ClC1=CC(=CC(=N1)N1CCN(CC1)C(=O)OC(C)(C)C)C(F)(F)F tert-butyl 4-(6-chloro-4-(trifluoromethyl)pyridin-2-yl)piperazine-1-carboxylate